2-(2-amino-6-(1H-imidazol-1-yl)-9H-purin-9-yl)-N-(1-ethyl-3-methyl-1H-pyrazol-5-yl)acetamide NC1=NC(=C2N=CN(C2=N1)CC(=O)NC1=CC(=NN1CC)C)N1C=NC=C1